dimethyl(4-ferrocenyl-4-isopropylindenyl)(2,3,4,5-tetramethylcyclopentadienyl)silane C[Si](C1C(=C(C(=C1C)C)C)C)(C1=CC=C2C(C=CC=C12)(C(C)C)[C-]1C=CC=C1)C.[CH-]1C=CC=C1.[Fe+2]